S1CCN(CC1)CC(C)O 3-thiomorpholinopropan-2-ol